3-aminopropyl-ε-caprolactam NCCCC1C(=O)NCCCC1